1-(4-(7-chloro-6-(2-fluoro-6-hydroxyphenyl)-4-(2-methoxyphenyl)phthalazin-1-yl)piperazin-1-yl)prop-2-en-1-one ClC1=C(C=C2C(=NN=C(C2=C1)N1CCN(CC1)C(C=C)=O)C1=C(C=CC=C1)OC)C1=C(C=CC=C1O)F